tert-butyl (R)-(1-(2-carbamoyl-3-((4-methoxybenzyl)oxy)-7-methylquinoxalin-5-yl)ethyl)carbamate C(N)(=O)C1=NC2=CC(=CC(=C2N=C1OCC1=CC=C(C=C1)OC)[C@@H](C)NC(OC(C)(C)C)=O)C